6-(4-(3-((2-(1-hydroxyethyl)-1H-imidazol-1-yl)methyl)isoxazol-5-yl)phenyl)hex-3,5-diyn OC(C)C=1N(C=CN1)CC1=NOC(=C1)C1=CC=C(C=C1)C#CC#CCC